(Z)-5-((1H-pyrrolo[3,2-b]pyridin-3-yl)methylene)-3-isopropyloxazolidine-2,4-dione N1C=C(C2=NC=CC=C21)\C=C/2\C(N(C(O2)=O)C(C)C)=O